2-[3-(3-pyridyl)propoxy]pyridine-3-carboxamide N1=CC(=CC=C1)CCCOC1=NC=CC=C1C(=O)N